(1S,2R,4R)-2-methyl-3-methylidene-2-(4-methyl-3-penten-1-yl)bicyclo[2.2.1]heptane C[C@]1([C@H]2CC[C@@H](C1=C)C2)CCC=C(C)C